N2-(2,2-difluoro-2H-1,3-benzodioxol-5-yl)-5-methyl-N4-(2-oxo-2,3-dihydro-1,3-benzoxazol-5-yl)-2,4-pyrimidinediamine FC1(OC2=C(O1)C=CC(=C2)NC2=NC=C(C(=N2)NC=2C=CC1=C(NC(O1)=O)C2)C)F